FC(S(=O)(=O)N[C@@H]1[C@@H](N(CC12CC2)C(=O)[C@@H]2OCC2)CC=2C(=C(C=C(C2)F)C2=CC(=CC(=C2)F)F)F)F 1,1-difluoro-N-((6S,7S)-5-((R)-oxetane-2-carbonyl)-6-((2,3',5,5'-tetrafluoro-[1,1'-biphenyl]-3-yl)methyl)-5-azaspiro[2.4]heptan-7-yl)methanesulfonamide